3-(2-aminoethoxy)pyridine NCCOC=1C=NC=CC1